N[C@H](C(=O)NC1=CC=C(C=C1)C=1C(=[N+](C=CC1C(F)(F)F)[O-])Cl)C1CCCCC1 (S)-3-(4-(2-amino-2-cyclohexylacetamido)phenyl)-2-chloro-4-(trifluoromethyl)pyridine 1-oxide